C(C)(C)(C)C1N2C(C=3N(N=C4C=C(C=CC34)OC)C1)=CC(C(=C2)C(=O)O)=O 6-(tert-butyl)-11-methoxy-2-oxo-6,7-dihydro-2H-pyrido[2',1':3,4]pyrazino[1,2-b]indazole-3-carboxylic acid